OC(CC(=O)SCCNC(CCNC([C@@H](C(COP(OP(OC[C@@H]1[C@H]([C@H]([C@@H](O1)N1C=NC=2C(N)=NC=NC12)O)OP(=O)(O)O)(=O)O)(=O)O)(C)C)O)=O)=O)C L-3-hydroxybutyryl-coenzyme A